sodium 3-[(1-oxophenalen-2-yl)methylamino]propane-1-sulfonate O=C1C(=CC2=CC=CC3=CC=CC1=C23)CNCCCS(=O)(=O)[O-].[Na+]